1-(2,6-dichloropyridin-4-yl)-3-methylenecyclobutane-1-carbonitrile ClC1=NC(=CC(=C1)C1(CC(C1)=C)C#N)Cl